4-bromo-3-fluoro-1,1'-biphenyl BrC1=C(C=C(C=C1)C1=CC=CC=C1)F